3-(4-((1-(piperidin-4-yl)-1H-pyrazol-4-yl)methoxy)phenyl)piperidine-2,6-dione N1CCC(CC1)N1N=CC(=C1)COC1=CC=C(C=C1)C1C(NC(CC1)=O)=O